C(C)(C)(C)OC(=O)N(CCCCN1C(=C(C2=CC=C(C(=C12)C=1C(=NN(C1C)C)C)Cl)CCCOC1=CC=CC2=CC(=CC=C12)F)C(=O)OC(C)(C)C)C tert-Butyl 1-(4-((tert-butoxycarbonyl)(methyl)amino)butyl)-6-chloro-3-(3-((6-fluoronaphthalen-1-yl)oxy)propyl)-7-(1,3,5-trimethyl-1H-pyrazol-4-yl)-1H-indole-2-carboxylate